C(CCC(=O)O)(=O)O.C(C1CO1)OCC1CO1 glycidyl ether succinate